methyl-vinyl-bis(3-methyl-1-butyne-3-oxy)silane C[Si](OC(C#C)(C)C)(OC(C#C)(C)C)C=C